NCCCCCC(=O)NC1=C2CN(C(C2=CC=C1)=O)C1C(NC(CC1)=O)=O 6-amino-N-(2-(2,6-dioxopiperidin-3-yl)-1-oxoisoindolin-4-yl)hexanamide